C(#N)[C@@H](C[C@H]1C(NCCC1)=O)NC(=O)[C@@H]1N([C@@H]2CC([C@H]1CC2)(F)F)C([C@H](CC2CC2)NC=2C=NC=C(C2)C)=O (1S,3R,4S)-N-((R)-1-cyano-2-((S)-2-oxopiperidin-3-yl)ethyl)-2-((S)-3-cyclopropyl-2-((5-methylpyridin-3-yl)amino)propanoyl)-5,5-difluoro-2-azabicyclo[2.2.2]octane-3-carboxamide